diamino-[1,1'-biphenyl]-4,4'-dicarboxylic acid NC=1C(=C(C=CC1C(=O)O)C1=CC=C(C=C1)C(=O)O)N